isopropyl (R)-2-(6-(1-((tert-butoxycarbonyl)amino)ethyl)-1H-pyrrolo[2,3-b]pyridin-2-yl)-7-methoxy-1-methyl-1H-benzo[d]imidazole-5-carboxylate C(C)(C)(C)OC(=O)N[C@H](C)C1=CC=C2C(=N1)NC(=C2)C2=NC1=C(N2C)C(=CC(=C1)C(=O)OC(C)C)OC